boron tris(tri-fluoroacetate) FC(C(=O)[O-])(F)F.FC(C(=O)[O-])(F)F.FC(C(=O)[O-])(F)F.[B+3]